N-butoxy-methylmethacrylamide C(CCC)ONC(C(=CC)C)=O